(chloromethyl)-1-((1-ethyl-1H-imidazol-5-yl)methyl)-1H-benzo[d]imidazole-6-carboxylic acid methyl ester COC(=O)C=1C=CC2=C(N(C(=N2)CCl)CC2=CN=CN2CC)C1